4-methyl-N-(1-ethylindole-2-ylidene)benzenesulfonamide CC1=CC=C(C=C1)S(=O)(=O)N=C1N(C2=CC=CC=C2C1)CC